C1(CC1)C1=C(C(=NO1)C1=C(C=CC=C1Cl)Cl)C1=CC2(C1)CCN(CC2)C2=NN1C(C=N2)=C(C=C1)C(=O)O 2-(2-(5-Cyclopropyl-3-(2,6-dichlorophenyl)isoxazol-4-yl)-7-azaspiro[3.5]non-1-en-7-yl)pyrrolo[2,1-f][1,2,4]triazine-5-carboxylic acid